1,3-dicyclopentadienyl-3-ferrocenyl-aminoacetone C1(C=CC=C1)CC(=O)C([C-]1C=CC=C1)(C1C=CC=C1)N.[CH-]1C=CC=C1.[Fe+2]